[Ni].[Zn].[Pb] lead zinc nickel